methyl (2S,3S)-amino-2-oxo-3-pyrrolidinopropionate hydrochloride Cl.N[C@H](C(C(=O)OC)=O)N1CCCC1